(S)-2-(3-pyrrolidinyl)-2-propanol hydrochloride salt Cl.N1C[C@H](CC1)C(C)(C)O